2-(6-{2-[(4-Chloro-2-fluorobenzyl)oxy]-5-fluoropyrimidin-4-yl}-6-azaspiro[2.5]oct-1-yl)-1-[(2S)-oxetan-2-ylmethyl]-1H-benzimidazol ClC1=CC(=C(COC2=NC=C(C(=N2)N2CCC3(CC3C3=NC4=C(N3C[C@H]3OCC3)C=CC=C4)CC2)F)C=C1)F